4-[6-(1-cyano-methoxy)-7-(1-methylpyrazol-4-yl)imidazo[1,2-a]pyridin-3-yl]-N-cyclopropyl-2-(difluoromethoxy)-6-methoxy-benzamide C(#N)COC=1C(=CC=2N(C1)C(=CN2)C2=CC(=C(C(=O)NC1CC1)C(=C2)OC)OC(F)F)C=2C=NN(C2)C